O[C@H]1C[C@H](CCC1)CCNC(OCCCC)=O |o1:1,3| Butyl (2-((1R*,3R*)-3-hydroxycyclohexyl)ethyl)carbamate